N-((3R,4S)-3-Fluoro-1-(oxetan-3-yl)piperidin-4-yl)-5-(4-fluoro-1-isopropyl-2-methyl-1H-benzo[d]imidazol-6-yl)-4-methoxypyrrolo[2,1-f][1,2,4]triazin-2-amine F[C@@H]1CN(CC[C@@H]1NC1=NN2C(C(=N1)OC)=C(C=C2)C=2C=C(C1=C(N(C(=N1)C)C(C)C)C2)F)C2COC2